Cl.CNC(=O)C1=CSC=2C1=NC(=CC2C(F)(F)F)C2CCNCC2 n-methyl-5-(piperidin-4-yl)-7-(trifluoromethyl)thieno[3,2-b]pyridine-3-carboxamide hydrochloride